C(C)N(CC)CCCN(CCCN(CC)CC)CCCN(CC)CC tris[3-(N,N-Diethylamino)propyl]amin